C(N)(=O)N1C[C@@H](CC1)NC(OC(C)(C)C)=O tert-butyl (R)-(1-carbamoylpyrrolidin-3-yl)carbamate